C1(CC1)C(C)NC(=O)N[C@@H]1C[C@H](C=2C1=CC(=C1C=C(N=CC21)C2CC2)S(NCC(C)C)(=O)=O)NC2=NC1=C(N2)C=CC=C1 |r| 1-(1-Cyclopropylethyl)-3-[trans-(7RS,9RS)-9-(1H-benzimidazol-2-ylamino)-3-cyclopropyl-5-(2-methylpropylsulfamoyl)-8,9-dihydro-7H-cyclopenta[h]isochinolin-7-yl]urea